F[C@H]1CN(CC1)C(=O)N1C[C@@H]([C@@H](CC1)C)N(C1=C2C(=NC=C1C(=O)OC(C)C)NC=C2)C isopropyl 4-(((3R,4R)-1-((R)-3-fluoropyrrolidine-1-carbonyl)-4-methylpiperidin-3-yl)(methyl)amino)-1H-pyrrolo[2,3-b]pyridine-5-carboxylate